CC1(C(OC1)C1=C(C#N)C=CC=C1)C (3,3-Dimethyloxetan-2-yl)benzonitrile